C(CCCCCCCCCCC)OC(C=C)=O n-dodecyl-acrylate